O1CCN(CC1)CC#CC1=NC=CC(=C1)N1C2CN(CC1CC2)C(=O)OC(C)(C)C tert-butyl 8-(2-(3-morpholinoprop-1-yn-1-yl)pyridin-4-yl)-3,8-diazabicyclo[3.2.1]octane-3-carboxylate